tert-Butyl (3R)-3-[(1S)-1-tert-butoxycarbonylbut-3-enyl]pyrrolidine-1-carboxylate C(C)(C)(C)OC(=O)[C@@H](CC=C)[C@@H]1CN(CC1)C(=O)OC(C)(C)C